O=C1NC(CCC1C1=NN(C2=CC(=CC=C12)N1[C@H](CN(CC1)C(=O)OC(C)(C)C)C)C)=O tert-butyl (3S)-4-[3-(2,6-dioxo-3-piperidyl)-1-methyl-indazol-6-yl]-3-methyl-piperazine-1-carboxylate